C(C)(C)(C)[Si](OC(C)C1=NC(=CC(=N1)Cl)Cl)(C)C 2-(1-((tertbutyldimethylsilyl)oxy)ethyl)-4,6-dichloropyrimidine